CC(C(=O)OCC(COC(C(CC#C)(C)C)=O)(C)C(=O)OC(COC1=CC=C(C=C1)CCOCC1CC1)CNC(C)C)(CC#C)C 2-(((1-(4-(2-(cyclopropylmethoxy)ethyl)phenoxy)-3-(isopropylamino)propan-2-yl)oxy)carbonyl)-2-methylpropane-1,3-diyl bis(2,2-dimethylpent-4-ynoate)